4-Chloro-7-{4-[4-(4-formylpiperidin-1-yl)phenyl]piperidin-1-yl}-1H-indole-3-carbonitrile HCl Cl.ClC1=C2C(=CNC2=C(C=C1)N1CCC(CC1)C1=CC=C(C=C1)N1CCC(CC1)C=O)C#N